5-chloro-2-cyano-pyridin-3-yl 3-[4-(2-aminothiazol-4-yl)-1H-1,2,3-triazol-1-yl]-2-O-benzyl-3-deoxy-1-thio-alpha-D-galactopyranoside NC=1SC=C(N1)C=1N=NN(C1)[C@@H]1[C@H]([C@@H](SC=2C(=NC=C(C2)Cl)C#N)O[C@@H]([C@@H]1O)CO)OCC1=CC=CC=C1